BrC1=CC=C(C=C1)[C@@H]1[C@H]([C@@H](C[C@@H](C1)OC([2H])([2H])[2H])C(NC1=C(C=C(C=C1)C(F)(F)F)F)=O)C(=O)O (1R,2S,4R,6R)-2-(4-bromophenyl)-6-((2-fluoro-4-(trifluoromethyl)phenyl)carbamoyl)-4-(methoxy-d3)cyclohexane-1-carboxylic acid